C1(CCC1)CN1C(NCC12CCC(CC2)(C2=CC=CC=C2)N(CC(C)C)C)=O 1-(cyclobutyl-methyl)-8-(methyl-(2-methyl-propyl)-amino)-8-phenyl-1,3-diazaspiro[4.5]decan-2-one